FC=1C=CC(=NC1)N1N=C(C=C1)CC(=O)O 2-[1-(5-fluoropyridin-2-yl)-1H-pyrazol-3-yl]acetic acid